N1N=NN=C1C=CC(=O)N tetrazoleacrylamide